FC(C=1C=CC=2N(N1)C(=CN2)C2=CC(=NC=N2)N2[C@H]([C@H](CCC2)CNS(=O)(=O)C)C)F N-(((2S,3R)-1-(6-(6-(difluoromethyl)imidazo[1,2-b]pyridazin-3-yl)pyrimidin-4-yl)-2-methylpiperidin-3-yl)methyl)methanesulfonamide